ClC=1C(=C(C=CC1)O)C 3-chloro-2-methylphenol